C(C)OC(=O)C=1N(C(=C2C1CCC2=O)C)C 2,3-Dimethyl-4-oxo-2,4,5,6-tetrahydrocyclopenta[c]pyrrole-1-carboxylic acid ethyl ester